COC=1C(=NC(=NC1C1=CC(=CC=C1)C1=NN(C=C1)C)N1CCOCC1)C(O)C1=CC=NC=C1 (5-methoxy-6-(3-(1-methyl-1H-pyrazol-3-yl)phenyl)-2-morpholinopyrimidin-4-yl)(pyridin-4-yl)methanol